2-(4-Cyano-phenoxy)-N-(5,6-dimethoxy-benzothiazol-2-yl)-2-(4-fluoro-phenyl)-acetamide C(#N)C1=CC=C(OC(C(=O)NC=2SC3=C(N2)C=C(C(=C3)OC)OC)C3=CC=C(C=C3)F)C=C1